C(C)C=1C=CC(=NC1OC)C1CN(CC1)C(=O)OC(C)(C)C Tert-butyl 3-(5-ethyl-6-methoxypyridin-2-yl)pyrrolidine-1-carboxylate